C=1(C(=CC=C2C=CC=CC12)S(=O)(=O)[O-])S(=O)(=O)[O-].[NH4+].[NH4+] ammonium naphthalenedisulfonate